COC(CNC(=O)C1=NC(=C(C=C1O)C1CCN(CC1)C1=CC=C(C=C1)Cl)Cl)=O (6-chloro-5-(1-(4-chlorophenyl)-piperidin-4-yl)-3-hydroxy-pyridine-2-carbonyl)glycine methyl ester